4-((S)-1-cyclobutylethylamino)-2-((1r,4S)-4-methoxycyclohexylamino)pyrimidine-5-carboxamide C1(CCC1)[C@H](C)NC1=NC(=NC=C1C(=O)N)NC1CCC(CC1)OC